Tri(3-methyl-3-pentyl)citrat CC(CC)(CC)C(C(C(C(=O)[O-])(C(CC)(CC)C)C(CC)(CC)C)(O)C(=O)[O-])C(=O)[O-]